ON1N=NC2=C1C=CC=C2 1-Hydroxybenzo-triazol